F[C@H]1[C@H](O[C@@H]([C@H]1O)CO)N1C(N=C(C=C1)NC(C1=NC=C(C=C1)[N+](=O)[O-])=O)=O N-(1-((2S,3R,4R,5R)-3-fluoro-4-hydroxy-5-(hydroxymethyl)tetrahydrofuran-2-yl)-2-oxo-1,2-dihydropyrimidin-4-yl)-5-nitropicolinamide